[6-[(E)-2-(aminomethyl)-3-fluoro-allyloxy]-1-oxo-3,4-dihydroisoquinolin-2-yl]-methylphosphonic acid hydrochloride Cl.NC/C(/COC=1C=C2CCN(C(C2=CC1)=O)CP(O)(O)=O)=C\F